2-chloro-N-[4'-(3-hydroxy-3-methylbut-1-yn-1-yl)biphenyl-2-yl]pyridine-3-carboxamide ClC1=NC=CC=C1C(=O)NC1=C(C=CC=C1)C1=CC=C(C=C1)C#CC(C)(C)O